2-(2-(benzyloxy)phenyl)-2,2-difluoroethanol C(C1=CC=CC=C1)OC1=C(C=CC=C1)C(CO)(F)F